4-(3-(1-methyl-1H-indazol-6-yl)-1,4-dihydro-thieno[2',3':4,5]cyclopenta[1,2-c]pyrazol-6-yl)morpholine CN1N=CC2=CC=C(C=C12)C=1C2=C(NN1)C1=C(C2)SC(=C1)N1CCOCC1